N1C(=CC=C1)B(O)O 2-PYRROLYLBORONIC ACID